C(C)(=O)C1=CC=C(C=C1)N1C(N2N(CC=C3C2C=2C=CC(=CC2OC3(C)C)N3CCN(CC3)C)C1=O)=O 2-(4-acetylphenyl)-7,7-dimethyl-10-(4-methylpiperazin-1-yl)-5,12b-dihydro-1H,7H-chromeno[4,3-c][1,2,4]triazolo[1,2-a]pyridazine-1,3(2H)-dione